C(C)(C)(C)OC(=O)N1CC=2N=C(SC2C1)C=1C(=C(C=CC1)C1=C(C(=CC=C1)C=1OC2=C(N1)C=C(C=C2Cl)CO)C)C 2-(3'-(7-chloro-5-(hydroxymethyl)benzo[d]oxazol-2-yl)-2,2'-dimethylbiphenyl-3-yl)-4H-pyrrolo[3,4-d]thiazole-5(6H)-carboxylic acid tert-butyl ester